(R)-2-((3-(3-aminopiperidin-1-yl)-6-methyl-5-oxo-1,2,4-triazine-4(5H)-yl)methyl)-4-fluorobenzonitrile N[C@H]1CN(CCC1)C1=NN=C(C(N1CC1=C(C#N)C=CC(=C1)F)=O)C